3-(3-fluoro-4-formyl-5-hydroxyphenyl)-3,8-diazabicyclo[3.2.1]octane-8-carboxylic acid tert-butyl ester C(C)(C)(C)OC(=O)N1C2CN(CC1CC2)C2=CC(=C(C(=C2)O)C=O)F